diethyl-lauryl stearate C(CCCCCCCCCCCCCCCCC)(=O)OCCCCCCCCCCCC(CC)CC